ClC=1C(=NC(=NC1)N1C[C@H](C[C@H](C1)C)O)NC1=CC=2C3=C(C(N(C2C=C1)C)=O)OCC[C@@H](N3)C (S)-10-((5-chloro-2-((3S,5R)-3-hydroxy-5-methylpiperidin-1-yl)pyrimidin-4-yl)amino)-2,7-dimethyl-1,2,3,4-tetrahydro-[1,4]oxazepino[2,3-c]quinolin-6(7H)-one